O[C@@H]1C[C@H](N(C1)C1=NC=C(C(=C1)NC(C1=NC(=CC=C1)C=1C=NN(C1)C)=O)C(F)(F)F)C N-(2-((2R,4R)-4-hydroxy-2-methylpyrrolidin-1-yl)-5-(trifluoromethyl)pyridin-4-yl)-6-(1-methyl-1H-pyrazol-4-yl)picolinamide